tert-Butyl 4-(5-(benzoyloxy)pentyl)-2-(difluoromethyl)nicotinate C(C1=CC=CC=C1)(=O)OCCCCCC1=CC=NC(=C1C(=O)OC(C)(C)C)C(F)F